(R)-(4-(7-(difluoromethyl)pyrazolo[1,5-a]pyridin-2-yl)-6,7-dihydro-1H-imidazo[4,5-c]pyridin-5(4H)-yl)(5-isopropyl-1,3,4-oxadiazol-2-yl)methanone FC(C1=CC=CC=2N1N=C(C2)[C@@H]2N(CCC1=C2N=CN1)C(=O)C=1OC(=NN1)C(C)C)F